N,N,N',N'-tetrakis(4-isopropylphenyl)anthracene-9,10-diamine C(C)(C)C1=CC=C(C=C1)N(C=1C2=CC=CC=C2C(=C2C=CC=CC12)N(C1=CC=C(C=C1)C(C)C)C1=CC=C(C=C1)C(C)C)C1=CC=C(C=C1)C(C)C